N4-(3-bromophenyl)-N6-methylpyrido[3,4-d]pyrimidine-4,6-diamine BrC=1C=C(C=CC1)NC=1C2=C(N=CN1)C=NC(=C2)NC